C(C)(C)(C)OC(=O)NC(C(=O)O)CC=1C(NC=2CCC(CC2C1)(F)F)=O ((Tert-Butoxycarbonyl)amino)-3-(6,6-difluoro-2-oxo-1,2,5,6,7,8-hexahydroquinolin-3-yl)propionic acid